L-Threono-1,4-Lacton C1([C@H](O)[C@@H](O)CO1)=O